1-[5-(4-fluorophenyl)-7-iodo-6-tetrahydropyran-4-yl-pyrrolo[2,3-f]Indazol-1-yl]-2,2-dimethyl-propan-1-one FC1=CC=C(C=C1)N1C(=C(C2=C1C=C1C=NN(C1=C2)C(C(C)(C)C)=O)I)C2CCOCC2